C1(CCC1)C(=O)O cyclobutane-1-carboxylic acid